CC1=C(C=CC=C1N1CCC(CC1)NC1CC(CCC1)C(=O)O)C1=CC=CC=C1 3-(1-(2-methylbiphenyl-3-yl)piperidin-4-ylamino)cyclohexanecarboxylic acid